COC1=CC(=C2C=CC=NC2=C1)C1(CC1)NC(C1=C(C=CC(=C1)OCC1NCCCC1)C)=O N-(1-(7-methoxyquinolin-5-yl)cyclopropyl)-2-methyl-5-(piperidin-2-yl-methoxy)benzamide